NC1=C(C(=NN1C1CCCC1)C1=CC=C(C=C1)CC(=O)NC1=C(C=CC(=C1)Cl)F)C(=O)N 5-amino-3-(4-(2-((5-chloro-2-fluorophenyl)amino)-2-oxoethyl)phenyl)-1-cyclopentyl-1H-pyrazole-4-carboxamide